2-Chloro-4-(2-((2-fluoro-4-nitrophenyl)thio)phenyl)pyrimidine ClC1=NC=CC(=N1)C1=C(C=CC=C1)SC1=C(C=C(C=C1)[N+](=O)[O-])F